2-((S)-4-(7-(8-ethyl-7-fluoronaphthalen-1-yl)-8-fluoro-2-(((2R,7aS)-2-fluorohexahydro-1H-pyrrolizin-7a-yl)methoxy)pyrido[4,3-d]pyrimidin-4-yl)piperazin-2-yl)acetonitrile C(C)C=1C(=CC=C2C=CC=C(C12)C1=C(C=2N=C(N=C(C2C=N1)N1C[C@@H](NCC1)CC#N)OC[C@]12CCCN2C[C@@H](C1)F)F)F